FC1=C(C=CC2=C1N(C(=N2)C2=CC=C(C=C2)S(=O)(=O)C)C)C2CCN(CC2)C2CC1CCC(C2)N1C1COC1 7-fluoro-1-methyl-2-(4-(methylsulfonyl)phenyl)-6-(1-(8-(oxetan-3-yl)-8-azabicyclo[3.2.1]octan-3-yl)piperidin-4-yl)-1H-benzo[d]imidazole